ClC1=CC2=C(S1)[C@@]1(C[C@@H](N(CC1)CC1=C(C(=CC=C1)Cl)O)C)OC[C@@H]2O (2'S,4R,7R)-2-chloro-1'-[(3-chloro-2-hydroxy-phenyl)methyl]-2'-methyl-spiro[4,5-dihydrothieno[2,3-c]pyran-7,4'-piperidin]-4-ol